1-(3-(2-(sec-butyl)-6-(4-(diethylamino)phenyl)-3-oxo-3,7-dihydroimidazo[1,2-a]pyrazin-8-yl)propyl)guanidine C(C)(CC)C1=NC=2N(C=C(NC2CCCNC(=N)N)C2=CC=C(C=C2)N(CC)CC)C1=O